1,2-dimyristoyl-sn-glycero-3-phosphoglycerol sodium salt [Na].C(CCCCCCCCCCCCC)(=O)OC[C@@H](OC(CCCCCCCCCCCCC)=O)COP(=O)(O)OCC(O)CO